3-benzyl-3-(1-(4-fluorophenyl)-1H-indazol-5-yl)pyrrolidin-2-one methyl-3-(benzyloxy)cyclobutane-1-carboxylate COC(=O)C1CC(C1)OCC1=CC=CC=C1.C(C1=CC=CC=C1)C1(C(NCC1)=O)C=1C=C2C=NN(C2=CC1)C1=CC=C(C=C1)F